O=C1NC(CCC1N1C(N(C2=C1C=CC=C2C[N-]CCCCCCCN2CCOCC2)C)=O)=O N-((1-(2,6-dioxopiperidin-3-yl)-3-methyl-2-oxo-2,3-dihydro-1H-benzo[d]imidazol-4-yl)methyl)-7-morpholinoheptylamide